C(CCC)([O-])([O-])[O-] orthobutyrate